COC1=CC=C(C=C1)CC[C@@]1([C@H](N(C1=O)C(N[C@H](C)C1=CC=CC=C1)=O)C(=O)O)C (2S,3R)-3-[2-(4-methoxyphenyl)ethyl]-3-methyl-4-oxo-1-{[(1R)-1-phenylethyl]carbamoyl}azetidine-2-carboxylic acid